C(CCCCCCCCCCC)(=O)O Dodecanoic acid